FC=1C(=NC(=NC1)N[C@@H]1CC[C@H](CC1)C(=O)OC(C)(C)C)C1=CC=CC(=N1)N1C(C=CC=C1)=O tert-butyl trans-4-((5-fluoro-4-(2-oxo-2H-[1,2'-bipyridin]-6'-yl)pyrimidin-2-yl)amino)cyclohexane-1-carboxylate